C1(CCCC1)N1C(N(C=2C=NC(=CC21)NC=2C=NC=CC2)C)=O 1-cyclopentyl-3-methyl-6-(pyridin-3-ylamino)-1,3-dihydro-2H-imidazo[4,5-c]pyridin-2-one